N1(CCCC1)CCCOC1=CC=C(C=C1)C=1OC2=C(C(C1OC)=O)C=CC=C2 2-(4-(3-(pyrrolidin-1-yl)propoxy)phenyl)-3-methoxy-4H-benzopyran-4-one